CC(C)(C)C1=CC(=C(C=C1O)C(C)(C)C)O 2,5-di(tert-butyl)-1,4-benzohydroquinone